C1(=CC=CC=C1)C(C1=NC=CC=C1)=NN=C1NC=C(C=C1)Cl 5-chloro-2(1H)-pyridone (2E)-(phenyl-2-pyridylmethylene) hydrazone